(difluoromethoxy)-1-((2-fluoropyridin-4-yl)methyl)-1H-pyrrole FC(OC=1N(C=CC1)CC1=CC(=NC=C1)F)F